S1C(=CC=C1)NC1=CC=CC=C1 thienyl-aniline